FC1=CC=C2C(=CNC(C2=C1F)=O)C(C)N(C(=O)NC1=CC=C(C=C1)F)CCS(=O)(=O)N 2-(1-(1-(7,8-Difluoro-1-oxo-1,2-dihydroisoquinolin-4-yl)ethyl)-3-(4-fluorophenyl)ureido)ethane-1-sulfonamide